cis-undecylenic acid C(CCCCCCCCC=C)(=O)O